2-benzyl-5-(4-chloroquinoline-7-carboxamido)pentanoic acid C(C1=CC=CC=C1)C(C(=O)O)CCCNC(=O)C1=CC=C2C(=CC=NC2=C1)Cl